1,7-dimethyl-1H-indol-4-amine CN1C=CC=2C(=CC=C(C12)C)N